2,6-dihydroxy-5'-methyl-N-(2-oxopropyl)-4-pentyl-2'-(prop-1-en-2-yl)-1',2',3',4'-tetrahydro-[1,1'-biphenyl]-3-sulfonamide OC1=C(C(=CC(=C1S(=O)(=O)NCC(C)=O)CCCCC)O)C1C(CCC(=C1)C)C(=C)C